P(=O)(OCC(F)(F)F)(OCC(F)(F)F)O[Si](C)(C)C di(trifluoroethyl) (trimethylsilyl) phosphate